1-[(4,4-difluoro-2-methyl-1,3-dihydroisoquinolin-7-yl)methyl]-N-{[2-fluoro-3-methoxy-6-(4-methyl-1,2,3-triazol-1-yl)phenyl]methyl}-3-(methoxymethyl)pyrazole-4-carboxamide FC1(CN(CC2=CC(=CC=C12)CN1N=C(C(=C1)C(=O)NCC1=C(C(=CC=C1N1N=NC(=C1)C)OC)F)COC)C)F